bis(9-ethyl-3-carbazolylidene)-1,1'-biphenyl C(C)N1C2=CC=CC=C2C2=CC(CC=C12)=C1C=CC(C=C1)=C1C=CC(C=C1)=C1CC=C2N(C3=CC=CC=C3C2=C1)CC